(S)-7-(4-(4,5-difluoro-2-(((R)-tetrahydrofuran-3-yl)oxy)phenyl)piperidin-1-yl)-2-(1,3,4-thiadiazol-2-yl)-5-oxa-2-azaspiro[3.4]octane FC1=CC(=C(C=C1F)C1CCN(CC1)[C@@H]1COC2(CN(C2)C=2SC=NN2)C1)O[C@H]1COCC1